4-(3,3-difluoro-1-(4-(trifluoromethyl)phenyl)cyclobutoxy)-2-methylene-4-oxobutanoic acid FC1(CC(C1)(OC(CC(C(=O)O)=C)=O)C1=CC=C(C=C1)C(F)(F)F)F